CC(C)(CC#CC(=C)C1=CC=C2C3=CCC4CC(CC([C@]4(C)[C@H]3CC[C@]12C)O)O)O cholesta-tetraene-22-yne-1,3,25-triol